C(C)(=O)NN N-Acetylhydrazine